C(C)(C)(C)OC(=O)N1CCC(CC1)OCCCC1=C(C(=CC=C1)OC1=C(C=C(C=C1)N)C=1C2=C(C(N(C1)C)=O)NC=C2)F.C(C)S(=O)(=O)C2=C(C=CC=C2)C(=O)C2CCNCC2 (2-ethylsulfonylphenyl)-(4-piperidinyl)methanone tert-butyl-4-[3-[3-[4-amino-2-(6-methyl-7-oxo-1H-pyrrolo[2,3-c]pyridin-4-yl)phenoxy]-2-fluoro-phenyl]propoxy]piperidine-1-carboxylate